O(C1=CC=CC=C1)C1=C(C=CC=C1)C=1N=C(OC1)C1CN(CCC1)C#N 3-(4-(2-phenoxyphenyl)oxazol-2-yl)piperidine-1-carbonitrile